acryloxytetradecyldibromomethylsilane C(C=C)(=O)OCCCCCCCCCCCCCC[SiH2]C(Br)Br